[C@H]12N[C@H](C[C@@H]2C1)C#CC=1C=NC=CC1C1=C(C=2C(NCCC2N1)=O)NC1=C(C(=CC=C1)F)OC 2-(3-{2-[(1S,3R,5S)-2-azabicyclo[3.1.0]hexan-3-yl]ethynyl}pyridin-4-yl)-3-[(3-fluoro-2-methoxyphenyl)amino]-1H,5H,6H,7H-pyrrolo[3,2-c]pyridin-4-one